3,7-diamino-dimethyl-dibenzothiophene 5,5-dioxide NC=1C(=C(C2=C(S(C3=C2C=CC(=C3)N)(=O)=O)C1)C)C